ClC1=NC=CC(=N1)C=COCC 2-chloro-4-(2-ethoxyvinyl)pyrimidine